2-(2-{[4-(4-fluorophenyl)-5-(pyridin-4-yl)-4H-1,2,4-triazol-3-yl]sulfanyl}acetamido)-4H,5H,6H-cyclopenta[b]thiophene-3-carboxamide FC1=CC=C(C=C1)N1C(=NN=C1C1=CC=NC=C1)SCC(=O)NC1=C(C2=C(S1)CCC2)C(=O)N